C(=O)(O)C=1C=C(C=CC1)C(C)(C)C1=CC(=CC=C1)C(=O)O 2,2-bis(3-carboxyphenyl)-propane